C(CCC)OCCOCCC(C(=O)O)(CCCC(=O)O)CCOCCOCCCC.C(CCCCC(=O)OCCOCCOCCCC)(=O)OCCOCCOCCCC Bis[2-(2-butoxyethoxy) ethyl] adipate (Bis[2-(2-butoxyethoxy) ethyl] adipate)